Cl.N[C@H](C(=O)N1[C@@H]([C@H]2C([C@H]2C1)(C)C)C(=O)OC)C(C)(C)C methyl (1r,2S,5S)-3-((S)-2-amino-3,3-dimethylbutyryl)-6,6-dimethyl-3-azabicyclo[3.1.0]hexane-2-carboxylate hydrochloride